3-[[4-[(2R)-3-(1-Bicyclo[1.1.1]pentanyl)-2-[(2-isopropyl-3-methyl-imidazo[4,5-b]pyrazin-5-yl)methylamino]propoxy]-6-(2,6-dimethylphenyl)pyrimidin-2-yl]sulfamoyl]benzoic acid C12(CC(C1)C2)C[C@H](COC2=NC(=NC(=C2)C2=C(C=CC=C2C)C)NS(=O)(=O)C=2C=C(C(=O)O)C=CC2)NCC=2N=C1C(=NC2)N=C(N1C)C(C)C